N-(1-(2,4-dichlorophenyl)vinyl)acetamide ClC1=C(C=CC(=C1)Cl)C(=C)NC(C)=O